NCC(=O)OCCC[Si](OCC)(OCC)C 3-Glycyloxypropyl-methyldiethoxysilan